COC(=O)C=1SC=C2OCCCC(C21)=C.CC=2SC(=C(N2)C2=CC=CC=C2)OC2=CC(=NC=C2)NC2=CC=C(C(=O)N)C=C2 4-((4-((2-methyl-4-phenylthiazol-5-yl)oxy)pyridin-2-yl)amino)benzamide methyl-5-methylene-3,4-dihydro-2H-thieno[3,4-b]oxepine-6-carboxylate